3-Vinylpyridine C(=C)C=1C=NC=CC1